C(#N)C1=C(C=C2C=C(N=CC2=C1F)NC(=O)C1C(C1)F)C=1N(C=CC1)CC N-(7-cyano-6-(1-ethyl-1H-pyrrole-2-yl)-8-fluoroisoquinolin-3-yl)-2-fluorocyclopropan-1-carboxamide